4-(3-(3,4-dihydro-1,5-naphthyridin-1(2H)-yl)-1H-pyrazolo[3,4-b]pyrazin-6-yl)-1',3'-dihydrospiro[cyclohexane-1,2'-inden]-1'-amine N1(CCCC2=NC=CC=C12)C1=NNC2=NC(=CN=C21)C2CCC1(C(C3=CC=CC=C3C1)N)CC2